O[C@H]1[C@H](O[C@@]2([C@@H](CCO2)NC(CC2=CC=C(C=C2)OC2=CC=CC=C2)=O)[C@@H]([C@H]1N1N=NC(=C1)C1=CC(=C(C(=C1)F)F)F)O)CO N-((4r,5s,7r,8r,9s,10r)-8,10-dihydroxy-7-(hydroxymethyl)-9-(4-(3,4,5-trifluorophenyl)-1H-1,2,3-triazol-1-yl)-1,6-dioxaspiro[4.5]dec-4-yl)-2-(4-phenoxyphenyl)acetamide